2-hydrazineyl-3-(2-(methoxymethoxy)-4-(trifluoromethyl)phenyl)pyrazine N(N)C1=NC=CN=C1C1=C(C=C(C=C1)C(F)(F)F)OCOC